C(C)(C)(C)N1NC=C(C(=C1)Cl)OCC1=CC=C(C=C1)C=1C=NC(=NC1)F 2-(tert-butyl)-4-chloro-5-((4-(2-fluoropyrimidin-5-yl)-benzyl)oxy)pyridazin